ClC1=CC2=C(N(C(=N2)OCC)CCCNC(C)=O)C=C1OC N-[3-(5-Chloro-2-ethoxy-6-methoxybenzoimidazol-1-yl)propyl]acetamide